(Z)-3-(2-((1H-pyrrolo[2,3-b]pyridine-3-carbonyl)imino)thiazol-3(2H)-yl)propanoic acid N1C=C(C=2C1=NC=CC2)C(=O)\N=C\2/SC=CN2CCC(=O)O